O1C(=CC=C1)CC(C(=O)O)CC 2-(2-Furanylmethyl)butanoic acid